2-amino-3-(6-fluoro-1H-indol-3-yl)propanoic acid NC(C(=O)O)CC1=CNC2=CC(=CC=C12)F